FC1=C(OC2CCN(CC2)C2=C(C=NC(=C2)OC)N)C=CC(=C1)F 4-(4-(2,4-difluorophenoxy)piperidin-1-yl)-6-methoxypyridin-3-amine